tetrabutylammonium tri(4-fluorophenyl)dodecylborate FC1=CC=C(C=C1)C(CCCCCCCCCCCOB([O-])[O-])(C1=CC=C(C=C1)F)C1=CC=C(C=C1)F.C(CCC)[N+](CCCC)(CCCC)CCCC.C(CCC)[N+](CCCC)(CCCC)CCCC